1-Undecyl-3-ethylpyrrolidinium chlorid Butyl-pyridine-N-sulfonate C(CCC)OS(=O)(=O)N1CC=CC=C1.[Cl-].C(CCCCCCCCCC)[NH+]1CC(CC1)CC